1-Methoxy-3-(2-methoxyethoxy)propan-2-ol COCC(COCCOC)O